Magnesium carbonate salicylate C(C=1C(O)=CC=CC1)(=O)[O-].C([O-])(O)=O.[Mg+2]